P(=O)(OCCCCCCCCCCCCCCCCCCCCCCCCCCCCCC)([O-])[O-] triacontyl phosphate